CN(CCC1=CNC=2C=C(C=C(C12)O)C)C 3-[2-(dimethylamino)ethyl]-6-methylindol-4-ol